(R)-N-((S)-1-(6-chloro-5-methoxypyridin-3-yl)-3,3-dimethylbut-2-yl)-2-methylpropan-2-sulfinamide ClC1=C(C=C(C=N1)C[C@@H](C(C)(C)C)N[S@](=O)C(C)(C)C)OC